C(C1=CC=CC=C1)OC1=NC(=CC=C1C1=NN(C2=C(C=CC=C12)N1CCNCC1)C)OCC1=CC=CC=C1 3-(2,6-dibenzyloxy-3-pyridyl)-1-methyl-7-piperazin-1-yl-indazole